N1(C=CC=C1)C1=C(C=C(C=C1)B1OC(C(O1)(C)C)(C)C)NS(=O)(=O)C=1C=C(C(=O)OC)C=CC1C1CC1 methyl 3-(N-(2-(pyrrol-1-yl)-5-(4,4,5,5-tetramethyl-1,3,2-dioxaborolan-2-yl)phenyl)sulfamoyl)-4-cyclopropylbenzoate